BrC=1N=C(SC1)NC(C1=NC=CC=C1)=O N-(4-bromothiazol-2-yl)picolinamide